[Si](C)(C)(C(C)(C)C)OCC=1N=C(SC1C)C=1CCOCC1 4-(((tert-butyldimethylsilyl)oxy)methyl)-2-(3,6-dihydro-2H-pyran-4-yl)-5-methylthiazole